CN1CC(C(CC1)NC1=NC=C(N=C1CC1=CC=C(C=C1)F)C(F)(F)F)C N-(1,3-dimethylpiperidin-4-yl)-3-(4-fluorobenzyl)-5-(trifluoromethyl)pyrazin-2-amine